CN1N=C(C2=CC=C(C=C12)C1=NOC(N1)=O)C 3-(1,3-dimethyl-1H-indazol-6-yl)-1,2,4-oxadiazol-5(4H)-one